ClC1=NC=CC(=C1)C1(C(NC2=CC(=CC=C12)C(F)(F)F)=O)O 3-(2-chloro-4-pyridyl)-3-hydroxy-6-(trifluoromethyl)indolin-2-one